C(C1=CC=CC=C1)NC1=NC(=CC=2N=C(N=CC21)SC)C2=CC(=CC1=CC=C(C(=C21)C#C[Si](C(C)C)(C(C)C)C(C)C)F)OCOC N-benzyl-7-[7-fluoro-3-(methoxymethoxy)-8-[2-(triisopropylsilyl)ethynyl]naphthalen-1-yl]-2-(methylsulfanyl)pyrido[4,3-d]pyrimidin-5-amine